C[O-].C[O-].C[O-].CC(C1=CC=CC=C1)[Sn+3] α-Methylbenzyl-Tin Trimethoxide